FC(C=1C(=C(C=CC1)[C@@H](C)NC1=C(C(=NC(=N1)C)C(C(=O)O)F)C1OCCO1)F)(F)F 2-(6-(((R)-1-(3-trifluoromethyl-2-fluorophenyl)ethyl)amino)-5-(1,3-dioxolan-2-yl)-2-Methylpyrimidin-4-yl)-2-fluoroacetic acid